tert-Butyl 4-[[1-[3-[methyl-(2-methyl-1,3-benzoxazol-6-yl)carbamoyl]phenyl]-3-(trifluoromethyl)-4,5,6,7-tetrahydroindazol-7-yl]oxy]benzoate CN(C(=O)C=1C=C(C=CC1)N1N=C(C=2CCCC(C12)OC1=CC=C(C(=O)OC(C)(C)C)C=C1)C(F)(F)F)C1=CC2=C(N=C(O2)C)C=C1